2-(4-(5'-(cyclopropylcarbamoyl)-2'-methyl-[1,1'-biphenyl]-4-carbonyl)phenoxy)ethyl (3-(5-(3-aminoprop-1-yn-1-yl)furan-2-carboxamido)propyl)carbamate NCC#CC1=CC=C(O1)C(=O)NCCCNC(OCCOC1=CC=C(C=C1)C(=O)C1=CC=C(C=C1)C1=C(C=CC(=C1)C(NC1CC1)=O)C)=O